C1(=CC=CC=C1)CCCOC=1C=C(C(C(=O)O)=CC1)C(=O)O 4-(3'-phenylpropyloxy)phthalic acid